CC=1C=C(C=C(C1)C)C(C#C\C(=C/C=O)\C1=CC=C(C=C1)OC)(C#CC1=CC=C(C=C1)OCC)O (Z)-6-(3,5-dimethylphenyl)-8-(4-ethoxyphenyl)-6-hydroxy-3-(4-methoxyphenyl)oct-2-ene-4,7-diyne-1-al